FC(CC=1C=NN(C1)CC1CC2(CN(C2)C(=O)N2C[C@@H]3[C@@H](OCC(N3)=O)CC2)C1)(F)F (4aR,8aS)-6-[6-[[4-(2,2,2-trifluoroethyl)pyrazol-1-yl]methyl]-2-azaspiro[3.3]heptane-2-carbonyl]-4,4a,5,7,8,8a-hexahydropyrido[4,3-b][1,4]oxazin-3-one